4-[2-[2-(2-Aminoethoxy)ethylamino]ethylamino]-2-(2,6-dioxo-3-piperidyl)isoindoline-1,3-dione NCCOCCNCCNC1=C2C(N(C(C2=CC=C1)=O)C1C(NC(CC1)=O)=O)=O